N-[(1R)-1-[3-amino-5-(trifluoromethyl)phenyl]ethyl]-1-(2,3-difluorophenyl)-6-oxo-1,6-dihydropyridine-3-carboxamide NC=1C=C(C=C(C1)C(F)(F)F)[C@@H](C)NC(=O)C1=CN(C(C=C1)=O)C1=C(C(=CC=C1)F)F